(S)- or (R)-pipecolic acid N1[C@@H](CCCC1)C(=O)O |o1:1|